(E)-4-hydroxy-N'-(2-hydroxybenzylidene)-3-methylbenzofuran-2-carbohydrazide OC1=CC=CC2=C1C(=C(O2)C(=O)N/N=C/C2=C(C=CC=C2)O)C